C(C(C)C)C1=CN=CC(=N1)NC=1C(=NOC1C1=CC=C(C(=N1)C)NC(=O)[C@@H]1[C@H](CCCC1)C(=O)O)C (1S,2S)-2-((6-(4-((6-isobutylpyrazin-2-yl)amino)-3-methylisoxazol-5-yl)-2-methylpyridin-3-yl)carbamoyl)cyclohexane-1-carboxylic acid